cyclohexyl (2-methyl-5-(2-((2-(piperazin-1-yl)ethyl)amino)benzo[d]thiazol-6-yl)pyridin-3-yl)carbamate CC1=NC=C(C=C1NC(OC1CCCCC1)=O)C1=CC2=C(N=C(S2)NCCN2CCNCC2)C=C1